FC=1C=C2C(=C3C=4CCCCC4C(=NC13)C1=CC=C(C(=O)NO)C=C1)C=NN2 4-(5-Fluoro-8,9,10,11-tetrahydro-3H-pyrazolo[4,3-a]phenanthridin-7-yl)-N-hydroxybenzoamide